2,2-bis[4-(2-hydroxyethoxy)-phenyl]propane OCCOC1=CC=C(C=C1)C(C)(C)C1=CC=C(C=C1)OCCO